trans-Hexadec-2-enoyl-carnitine C(\C=C\CCCCCCCCCCCCC)(=O)C(O)(C[N+](C)(C)C)CC([O-])=O